FC(CNC(=O)\N=C\1/SCC(N1C1=C(C=CC(=C1)C)OCC(F)(F)F)=O)C1CCN(CC1)C1=NN(C=N1)C1=CC=C(C=C1)OC(F)(F)F (Z)-1-(2-Fluoro-2-(1-(1-(4-(trifluoromethoxy)phenyl)-1H-1,2,4-triazol-3-yl)piperidin-4-yl)ethyl)-3-(3-(5-methyl-2-(2,2,2-trifluoroethoxy)phenyl)-4-oxothiazolidin-2-ylidene)urea